ClC1=C(C=CC=C1)[C@H]1CC[C@H](N1C(C1=CC(=CC=C1)OC)=O)C(=O)O (2S,5R)-5-(2-chlorophenyl)-1-(3-methoxybenzoyl)pyrrolidine-2-carboxylic acid